ClC1=NC(=C2N=CN(C2=N1)[C@H]1[C@@H]([C@@H]([C@H](O1)COCP([O-])(=O)OC(OC(=O)OCC)OC(=O)OCC)O)O)NC1CCCC1 bis[(ethoxycarbonyl)oxy]methyl {[(2R,3S,4R,5R)-5-[2-chloro-6-(cyclopentylamino)-9H-purin-9-yl]-3,4-dihydroxyoxolan-2-yl]methoxy}methane-phosphonate